CS(=O)(=O)CCC(C)C=1C=CC(=NC1)N1N=CC(=C1)C1=C2C(=NC=C1)NC=N2 7-(1-(5-(4-(methylsulfonyl)butan-2-yl)pyridin-2-yl)-1H-pyrazol-4-yl)-3H-imidazo[4,5-b]pyridine